4-Amino-6-((2-fluorophenyl)amino)-N-(5-methyl-2,3-dihydro-1H-inden-2-yl)picolinamide hydrochloride Cl.NC1=CC(=NC(=C1)NC1=C(C=CC=C1)F)C(=O)NC1CC2=CC=C(C=C2C1)C